5-deoxyaromadendrin-3-O-acetate O1[C@@H]([C@@H](OCC(=O)[O-])C(=O)C2=CC=C(O)C=C12)C1=CC=C(O)C=C1